2-(2-((5-(4-(N-((1r,4r)-4-(quinazolin-2-ylamino)cyclohexyl)acetamido)phenyl)pyridin-2-yl)oxy)ethoxy)acetic acid N1=C(N=CC2=CC=CC=C12)NC1CCC(CC1)N(C(C)=O)C1=CC=C(C=C1)C=1C=CC(=NC1)OCCOCC(=O)O